SC1=NC=NN1 5-sulfanyl-1,2,4-triazol